chloroglutaronitrile ClC(C#N)CCC#N